hydroxide hcl Cl.[OH-]